ClC1=C(C=CC=C1OC)C1=NOC(=C1C1=NC=CC=N1)C=1C=NN(C1C)CCC(C)(O)C 4-{4-[3-(2-chloro-3-methoxyphenyl)-4-(pyrimidin-2-yl)-1,2-oxazol-5-yl]-5-methyl-1H-pyrazol-1-yl}-2-methylbutan-2-ol